O1[C@H](COCC1)CN1C[C@@H]2[C@H](C1)CC(C2)NC=2N=NC(=CC2C#N)C2=C(C=CC(=C2)F)C 3-(((3aR,5s,6aS)-2-(((S)-1,4-dioxan-2-yl)methyl)octahydrocyclopenta[c]pyrrol-5-yl)amino)-6-(5-fluoro-2-methylphenyl)pyridazine-4-carbonitrile